7-fluoro-6-(2-methoxy-4,6-dimethyl-phenyl)-3-[rac-(3S)-3-piperidyl]pyrido[2,3-b]pyrazine FC1=CC=2C(=NC(=CN2)[C@@H]2CNCCC2)N=C1C1=C(C=C(C=C1C)C)OC |r|